NC1=CC2=CN(N=C2C=C1OC)C1CCC(CC1)NC(OC(C)(C)C)=O tert-butyl ((1r,4r)-4-(5-amino-6-methoxy-2H-indazol-2-yl)cyclohexyl)carbamate